4,4'-azobis-(4-cyanopentanoic acid) N(=NC(CCC(=O)O)(C)C#N)C(CCC(=O)O)(C)C#N